N1C(C(CCC1=O)NC([C@H](C1=CC=CC=C1)NC(CCCCCCCCCC)=O)=O)=O N-((1S)-2-((2,6-piperidinedione-3-yl)amino)-2-oxo-1-phenylethyl)undecanamide